C(CCCCCC(=O)OC(CCCCCCCC)CCCCCCCC)(=O)OCC(COC(CCCCCCC\C=C\C\C=C\CCCCC)=O)OC(CCCN(C)C)=O 1-(2-((4-(dimethylamino) butanoyl) oxy)-3-(((9e,12e)-octadeca-9,12-dienoyl) oxy) propyl) 7-(heptadecan-9-yl) pimelate